N=C(NNC(=O)C1(CCOCC1)NC=1C=C(C(=O)OC(C)(C)C)C=CC1)C1=CC=NC=C1 tert-Butyl 3-((4-(2-(imino(pyridin-4-yl)methyl)hydrazine-1-carbonyl)tetrahydro-2H-pyran-4-yl)amino)benzoate